1-((((2-(2,6-dioxopiperidin-3-yl)-1-oxoisoindolin-5-yl-15N)methyl)carbamoyl)oxy)ethyl isobutyrate C(C(C)C)(=O)OC(C)OC(NCC=1C=C2C[15N](C(C2=CC1)=O)C1C(NC(CC1)=O)=O)=O